3-[4-(3,3-difluoropyrrolidin-1-yl)phenyl]Propionic acid benzyl ester C(C1=CC=CC=C1)OC(CCC1=CC=C(C=C1)N1CC(CC1)(F)F)=O